5-{Hydroxy[1-(spiro[2.2]pentan-1-yl)-1H-1,2,3-triazol-4-yl]methyl}-2-methylisoquinolin-1(2H)-one OC(C1=C2C=CN(C(C2=CC=C1)=O)C)C=1N=NN(C1)C1CC12CC2